2-(E)-(4-chlorobenzyl)-1-cyclopentanone ClC1=CC=C(CC2C(CCC2)=O)C=C1